C(C1=CC=CC=C1)[P](CC)(CC)CC1=CC=CC=C1 dibenzyldiethylphosphorus